BrC=1C=CC(=C(C1)NN)[N+](=O)[O-] (5-bromo-2-nitro-phenyl)hydrazine